C(C)(C)(C)C=C(C1=CC=CC=C1)C tert-butyl-α-methylstyrene